C1(=CC=CC=C1)C(C)C1=C(C=C(C=C1)O)O 4-(1-phenylethyl)1,3-benzenediol